O1CC[C@H](C2=CC=CC=C12)NC(=O)[C@@H]1CC[C@H]2N1C([C@H](CN(CC2)C(CS(=O)(=O)C)=O)NC(OC(C)(C)C)=O)=O tert-butyl ((5S,8S,10aR)-8-(((R)-chroman-4-yl)carbamoyl)-3-(2-(methylsulfonyl)acetyl)-6-oxodecahydropyrrolo[1,2-a][1,5]diazocin-5-yl)carbamate